TRIETHYL-AMMONIUM C(C)[NH+](CC)CC